4-prop-2-enoyl-1-([1,2,4]triazolo[1,5-a]pyridin-2-yl)piperazin-2-one C(C=C)(=O)N1CC(N(CC1)C1=NN2C(C=CC=C2)=N1)=O